Methyl 4'-(5-amino-3-((4-sulfamoylphenyl)amino)-1H-1,2,4-triazole-1-carboxamido)-[1,1'-biphenyl]-3-carboxylate NC1=NC(=NN1C(=O)NC1=CC=C(C=C1)C1=CC(=CC=C1)C(=O)OC)NC1=CC=C(C=C1)S(N)(=O)=O